BrC=1C=2CC[C@H]3N(C2C=NC1)CCNC3 (R)-4-bromo-6,6a,7,8,9,10-hexahydro-5H-pyrazino[1,2-a][1,7]naphthyridine